γ-(3-benzothienylmethyl)-proline S1C=C(C2=C1C=CC=C2)CC2C[C@H](NC2)C(=O)O